(2R,3S)-3-cyclopropyl-3-(3-((3-((diisopropylamino)methyl)-4-(5-fluoro-2-methoxypyridin-4-yl)benzoyl)oxy)phenyl)-2-fluoro-2-methylpropanoic acid C1(CC1)[C@H]([C@@](C(=O)O)(C)F)C1=CC(=CC=C1)OC(C1=CC(=C(C=C1)C1=CC(=NC=C1F)OC)CN(C(C)C)C(C)C)=O